C1(=CC(=CC(=C1)N)N)C1=CC=C(C=C1)C1=CC(=CC(=C1)N)N [1,1':4',1''-terphenyl]-3,3'',5,5''-tetraamine